[Cl-].[Cl-].C1(=CC=CC2=CC=CC=C12)CC(=[Zr+2](C1=C(C(=CC=2C3=CC(=C(C=C3CC12)C)C(C)(C)C)C(C)(C)C)C)C1C=CC=C1)CC1=CC=CC2=CC=CC=C12 di-(naphthylmethyl)methylene(cyclopentadienyl)(2,7-dimethyl-3,6-di-tert-butylfluorenyl)zirconium dichloride